NC1=NC2=C(C3=CN=CC=C13)C=C(C=C2)C(=O)N(C2COC1=NC(=CC=C12)C(F)(F)F)C 5-amino-N-methyl-N-(6-(trifluoromethyl)-2,3-dihydrofuro[2,3-b]pyridin-3-yl)benzo[c][2,6]naphthyridin-9-carboxamide